C(C)(C)(C)OC(C1=C(C(=CC=C1)C[C@@H](B1OC2(C3C(C(CC2O1)C3)(C)C)C)NC(CC3=CC(=C(C=C3)CNC(=O)OC(C)(C)C)CNC(=O)OC(C)(C)C)=O)OC)=O tert-butyl-3-((2R)-2-(2-(3,4-bis((tert-butoxycarbonylamino)methyl) phenyl)acetamido)-2-(2,9,9-trimethyl-3,5-dioxa-4-bora-tricyclo[6.1.1.02,6]dec-4-yl)ethyl)-2-methoxybenzoate